N-tert-butyl-3,5-bis-(3-methylbutyrylamino)-benzamide C(C)(C)(C)NC(C1=CC(=CC(=C1)NC(CC(C)C)=O)NC(CC(C)C)=O)=O